tetraglycidyl-2,2'-diethyl-4,4'-methylenedianiline C(C1CO1)N(C1=C(C=C(C=C1)CC1=CC(=C(N(CC2CO2)CC2CO2)C=C1)CC)CC)CC1CO1